C(C)(C)(C)OC(N[C@@H]1C2=CC=CC=C2CC12CCN(CC2)C2=CN=C1C(=N2)N(N=C1O)CC1=CC=C(C=C1)OC)=O N-[(3S)-1'-{3-hydroxy-1-[(4-methoxyphenyl)methyl]-1H-pyrazolo[3,4-b]pyrazin-6-yl}-1,3-dihydrospiro[inden-2,4'-piperidin]-3-yl]carbamic acid tert-butyl ester